3-bromo-6-methyl-1H-pyrrolo[2,3-b]pyridine-2-carboxylic acid ethyl ester C(C)OC(=O)C1=C(C=2C(=NC(=CC2)C)N1)Br